N=1C=NN2C1C=C(C=C2)OC2=C(C=C(C=C2)NC=2C1=C(N=CN2)C=NC(=C1)N1C(C(CC1)=C)=O)C 1-(4-((4-([1,2,4]triazolo[1,5-a]pyridin-7-yloxy)-3-methylphenyl)amino)pyrido[3,4-d]pyrimidin-6-yl)-3-methylenepyrrolidin-2-one